CN1C=NC=2N=CNC2C1=O 1-Methylhypoxanthine